2-bromo-N-(2-chloro-4-cyanophenyl)acetamide BrCC(=O)NC1=C(C=C(C=C1)C#N)Cl